4-((2-(1H-pyrazol-4-yl)ethyl)amino)-5-chloro-N-(1-(6-fluoropyridin-2-yl)ethyl)-6-methylpyrimidine-2-carboxamide N1N=CC(=C1)CCNC1=NC(=NC(=C1Cl)C)C(=O)NC(C)C1=NC(=CC=C1)F